N[C@H](C(=O)O)CC1=CNC2=C(C=CC=C12)C1=CC=C(C=C1)F (S)-2-amino-3-(7-(4-fluorophenyl)-1H-indol-3-yl)propanoic acid